C(=O)(O)C1=CC(=C(C(=O)[O-])C=C1)C1=C2C([Si](C3=C1C=CC(=C3)N(C)C)(C)C)=CC(C=C2)=[N+](C)C 4-carboxy-2-(7-(dimethylamino)-3-(dimethyliminio)-5,5-dimethyl-3,5-dihydrodibenzo[b,e]silin-10-yl)benzoate